C1(=CC=C(C=C1)N(C1=CC=C(C=C1)C=1C=C(C2=CC=CC=C2C1)C1=CC=CC=C1)C1=CC2=C(C3=C(O2)C=CC=C3N3C2=CC=CC=C2C=2C=CC=CC32)C=C1)C1=CC=CC=C1 N-([1,1']biphenyl-4-yl)-N-{4-(1-phenyl-naphthalen-3-yl)phenyl}-{1-(9H-carbazol-9-yl)dibenzo[b,d]furan-7-yl}-amine